NC1=C(C=C(N=N1)C1=C(C=CC=C1)O)N1CC2CCC(C1)N2C2=CC(=NC=C2)C#CCC2CNCC2 2-(6-amino-5-(8-(2-(3-(pyrrolidin-3-yl)prop-1-yn-1-yl)pyridin-4-yl)-3,8-diazabicyclo[3.2.1]octan-3-yl)pyridazin-3-yl)phenol